2-Bromo-7-(tert-butyl)-9,9-dimethyl-9H-fluorene BrC1=CC=2C(C3=CC(=CC=C3C2C=C1)C(C)(C)C)(C)C